FC1(C(CN(CC1)C1=NC(=CC(=N1)C#C)C)C=C)F 2-(4,4-difluoro-3-vinylpiperidin-1-yl)-4-ethynyl-6-methylpyrimidine